chloromethyl-methoxymethyl-benzene tert-butyl-(1R,5S)-3-(2-(methylsulfonyl)-6-oxo-5,6-dihydropyrido[3,2-d]pyrimidin-4-yl)-3,8-diazabicyclo[3.2.1]octane-8-carboxylate C(C)(C)(C)OC(=O)N1[C@H]2CN(C[C@@H]1CC2)C=2C1=C(N=C(N2)S(=O)(=O)C)C=CC(N1)=O.ClCC1=C(C=CC=C1)COC